N-(4-(3-(benzyloxy)prop-1-yn-1-yl)-3-fluoro-8-oxo-5,6,7,8-tetrahydronaphthalen-1-yl)acetamide C(C1=CC=CC=C1)OCC#CC1=C(C=C(C=2C(CCCC12)=O)NC(C)=O)F